O[C@@H](CC(=O)O)C (3R)-3-hydroxy-butanoic acid